6-((4-(2-(pyridin-3-yl)acetamido)phenyl)ethynyl)-[1,1'-biphenyl]-2-carboxylic acid N1=CC(=CC=C1)CC(=O)NC1=CC=C(C=C1)C#CC=1C=CC=C(C1C1=CC=CC=C1)C(=O)O